2,2-bis(4-hydroxyphenyl)nonane titanium Vanadium [V].[Ti].OC1=CC=C(C=C1)C(C)(CCCCCCC)C1=CC=C(C=C1)O